3-[6-fluoro-3-methyl-5-[(2S)-2-methylpiperazin-1-yl]-2-oxo-benzimidazol-1-yl]piperidine-2,6-dione FC=1C(=CC2=C(N(C(N2C)=O)C2C(NC(CC2)=O)=O)C1)N1[C@H](CNCC1)C